CC=1N=C(SC1C(=O)N1CCC(CC1)CCCCNC(=O)C=1C=CC=2N(C1)C=CN2)C N-(4-{1-[(dimethyl-1,3-thiazol-5-yl)carbonyl]piperidin-4-yl}butyl)imidazo[1,2-a]pyridine-6-carboxamide